C1(=CC(=CC=C1)NC=1C=CC=2C=3C4=C(C=CC3N(C2C1)C1=CC=CC=C1)C=1C=2C=CC(=CC2N(C1C=C4)C4=CC=CC=C4)NC=4C=C(C=CC4)C4=CC=CC=C4)C4=CC=CC=C4 N2,N9-bis([1,1'-biphenyl]-3-yl)-7,14-diphenyl-carbazolo[4,3-c]carbazole-2,9-diamine